[N+](=O)([O-])C1=CC=C(OC(=O)N(C2=CC(=CC=C2)C(F)(F)F)CC2=CC=C(C(=O)OC)C=C2)C=C1 methyl 4-((((4-nitrophenoxy)carbonyl)(3-(trifluoromethyl)phenyl)amino)methyl)benzoate